4-morpholino-2-[(2E)-2-(m-tolylmethylene)hydrazino]-N-pyrrolidin-3-yl-furo[3,2-d]pyrimidine-6-carboxamide O1CCN(CC1)C=1C2=C(N=C(N1)N/N=C/C=1C=C(C=CC1)C)C=C(O2)C(=O)NC2CNCC2